3,3'-Thiodipropionic acid S(CCC(=O)O)CCC(=O)O